2,4-dichlorophenoxyacetic acid potassium salt [K+].ClC1=C(OCC(=O)[O-])C=CC(=C1)Cl